NC1=NC=CC=C1C1=NC=2C(=NC(=CC2)C2=CC=CC=C2)N1C1=CC=C(C=C1)NC(=O)C=1C(=C(C(=O)OC)C=CC1)F methyl 3-[[4-[2-(2-amino-3-pyridyl)-5-phenyl-imidazo[4,5-b]pyridin-3-yl]phenyl]carbamoyl]-2-fluoro-benzoate